(1-hydrazinopropyl)-5-(trifluoromethyl)pyridine N(N)C(CC)C1=NC=C(C=C1)C(F)(F)F